(S)-(4-(6-bromo-1H-benzo[d]imidazol-2-yl)-6,7-dihydro-1H-imidazo[4,5-c]pyridin-5(4H)-yl)(5-chlorothiazol-2-yl)methanone BrC=1C=CC2=C(NC(=N2)[C@H]2N(CCC3=C2N=CN3)C(=O)C=3SC(=CN3)Cl)C1